4-(1,4-dioxaspiro[4.5]decan-8-yl)-3,4-dihydro-1H-quinolin-2-one O1CCOC12CCC(CC2)C2CC(NC1=CC=CC=C21)=O